ClC=1C=2N(C=CC1)C(=NC2)C(C)(C)N 2-(8-chloroimidazo[1,5-a]pyridin-3-yl)propan-2-amine